COCC#CC1=CN(C2=NC=C(C=C21)NC(C=C)=O)C N-(3-(3-Methoxyprop-1-yn-1-yl)-1-methyl-1H-pyrrolo[2,3-b]pyridin-5-yl)acrylamide